ClC=1C=CC(=NC1)NC(CN1C=2N(C3=C(C1=O)C=CC(=N3)C(F)(F)F)N=CC2)=O N-(5-Chloropyridin-2-yl)-2-(5-oxo-8-(trifluoromethyl)pyrazolo[1,5-a]pyrido[3,2-e]pyrimidin-4(5H)-yl)acetamide